Cl.NC1=NN(C2=C1C(N(C=C2)CC)=O)C 3-Amino-5-ethyl-1-methyl-1,5-dihydro-4H-pyrazolo[4,3-c]pyridin-4-one hydrochloride